F[B-](F)(F)F.CN1CC(=CC=C1)C 1,3-dimethylpyridine tetrafluoroborate